2-(4-methylphenoxy)-N-(2-methylsulfanyl-ethyl)-N-(2-pyridyl)acetamide CC1=CC=C(OCC(=O)N(C2=NC=CC=C2)CCSC)C=C1